C(C)C(C(=O)[O-])CC(=O)[O-] ethyl-succinate